2-ethyl-8-fluoroimidazo[1,2-a]pyridin-6-amine hydrochloride Cl.C(C)C=1N=C2N(C=C(C=C2F)N)C1